(8-methoxy-6-methyl-4-oxo-4,5-dihydrothiazolo[5,4-c]quinolin-2-yl)carbamic acid tert-butyl ester C(C)(C)(C)OC(NC=1SC=2C(NC=3C(=CC(=CC3C2N1)OC)C)=O)=O